(S,Z)-3-(1-((1-(3-hydroxybutyl)-1H-pyrazol-3-yl)amino)ethylidene)-5-(4-methylpyridin-3-yl)-1H-pyrrolo[2,3-c]pyridin-2(3H)-one O[C@H](CCN1N=C(C=C1)N\C(\C)=C\1/C(NC2=CN=C(C=C21)C=2C=NC=CC2C)=O)C